CC1=CC2=CC=CC=C2C(=C1)C(CC)=O 2-methyl-4-propionylnaphthalene